Cl.OCC1COC(CN1)C(=O)N 5-(hydroxymethyl)morpholine-2-carboxamide hydrochloride